C(C1=CC=CC=C1)N1C2=C(SCC1=O)C=CC(=C2)NC(=O)NC2=CNC1=CC=C(C=C21)C2=CC(=CC=C2)OC 1-(4-benzyl-3-oxo-3,4-dihydro-2H-benzo[b][1,4]thiazin-6-yl)-3-(5-(3-methoxyphenyl)-1H-indol-3-yl)urea